B([O-])([O-])[O-].FC=1C(=C(C(C(=O)[O-])=CC1)O)F.C(C)[N+](C)(CC)CC.C(C)[N+](CC)(CC)C.C(C)[N+](CC)(CC)C.C(C)[N+](CC)(CC)C triethylmethylammonium difluorosalicylate borate